ClC1=CC=C(C=C1)C1=C(CCC(C1)(C)C)CN1CCN(CC1)C1=CC(=C(C(=O)NS(=O)(=O)C2=CC(=C(C=C2)NCC2=CC(=CC=C2)O)[N+](=O)[O-])C=C1)OC=1C=C2C(=NC1)NC=C2 4-(4-{[2-(4-chlorophenyl)-4,4-dimethylcyclohex-1-en-1-yl]methyl}piperazin-1-yl)-N-({4-[(3-hydroxybenzyl)amino]-3-nitrophenyl}sulfonyl)-2-(1H-pyrrolo[2,3-b]pyridin-5-yloxy)benzamide